C(C1=CC=CC=C1)C1(C[C@@H]2[C@@H](CN(C2)C(=O)NC2=C(C=C(C=C2)C)C)C1)O (3aR,5r,6aS)-5-benzyl-N-(2,4-dimethylphenyl)-5-hydroxyhexahydrocyclopenta[c]pyrrole-2(1H)-carboxamide